[N+](=O)([O-])C1=NN(C=C1)CC(C)O 1-(3-nitro-1H-pyrazol-1-yl)propan-2-ol